5-fluoro-N-methoxy-N-methyl-6-(2,2,2-trifluoroethoxy)picolinamide FC=1C=CC(=NC1OCC(F)(F)F)C(=O)N(C)OC